O1CCC2=NC(=CC=C21)CN2C(C1=CC=C(C=C1C=N2)S(=O)(=O)C=2C=NN(C2)CCO)=O 2-((2,3-dihydrofuro[3,2-b]pyridin-5-yl)methyl)-6-((1-(2-hydroxyethyl)-1H-pyrazol-4-yl)sulfonyl)phthalazin-1(2H)-one